ClC=1C=C(C=C(C1)Cl)C=1N=C(NC1C)CC1=CC=CC2=CC=CC=C12 4-(3,5-dichlorophenyl)-5-methyl-2-(1-naphthylmethyl)imidazole